4,4'-oxybis(1,4-phenylene)diboronic acid B(C1=CC=C(C=C1)OC2=CC=C(C=C2)B(O)O)(O)O